aminoethyl-3-aminopropyl-trimethoxysilane hydrochloride Cl.NCCCO[Si](OC)(OC)CCCN